(4aR,8aS)-6-[6-[(5-triflyl-2-pyridyl)methyl]-2-azaspiro[3.3]heptane-2-carbonyl]-4,4a,5,7,8,8a-hexahydropyrido[4,3-b][1,4]oxazin-3-one S(=O)(=O)(C(F)(F)F)C=1C=CC(=NC1)CC1CC2(CN(C2)C(=O)N2C[C@@H]3[C@@H](OCC(N3)=O)CC2)C1